COC=1C=C(C=CC1)C=1C2(C3=CC=CC=C3C1)CCC1(CC2)OCCO1 2''-(3-methoxyphenyl)dispiro[[1,3]dioxolane-2,1'-cyclohexane-4',1''-indene]